N-(3-(2-cyanopropan-2-yl)-4-((4-methylpiperazin-1-yl)methyl)phenyl)-2-fluoro-4-methyl-5-((8-((1-methyl-1H-pyrazol-4-yl)amino)imidazo[1,2-a]pyridin-3-yl)ethynyl)benzamide C(#N)C(C)(C)C=1C=C(C=CC1CN1CCN(CC1)C)NC(C1=C(C=C(C(=C1)C#CC1=CN=C2N1C=CC=C2NC=2C=NN(C2)C)C)F)=O